6-chloro-N-{[4-(1-methyl-1H-pyrazol-4-yl)-phenyl]-methyl}-pyrimidin-4-amine ClC1=CC(=NC=N1)NCC1=CC=C(C=C1)C=1C=NN(C1)C